C(C)(C)(C)C1=C(C=CC(=C1)C(C)(C)C)C(O)(C(CO)(CO)CO)C1=C(C=C(C=C1)C(C)(C)C)C(C)(C)C Bis(2,4-di-tert-butylphenyl)-pentaerythritol